NC1=CC(=CC(=N1)C(=O)NC1=CC=CC=C1)NC1=C(C=CC=C1)OC 6-Amino-4-((2-methoxyphenyl)amino)-N-phenylpyridineamide